quinolizine maleate C(\C=C/C(=O)O)(=O)O.C=1C=CCN2C=CC=CC12